oxalic acid dicyanoborate B(O)(C#N)C#N.C(C(=O)O)(=O)O